N[C@@H]1C2=CC=CC=C2CC12CCN(CC2)C2=NC(=CC(=N2)C#N)C (S)-2-(1-amino-1,3-dihydrospiro[indene-2,4'-piperidin]-1'-yl)-6-methylpyrimidine-4-carbonitrile